C1(CC1)C1=NN(C=C1C1=NC=C(C=C1C)F)[C@@H]1C[C@H](C1)CN (trans-3-(3-cyclopropyl-4-(5-fluoro-3-methylpyridin-2-yl)-1H-pyrazol-1-yl)cyclobutyl)methylamine